C(C)(C)N1N=CC(=C1)C1=NC(=CC(=N1)N1CC2(C=3C=NC(=CC31)NC(C)=O)CC2)C N-(1'-(2-(1-isopropyl-1H-pyrazol-4-yl)-6-methylpyrimidin-4-yl)-1',2'-dihydrospiro[cyclopropane-1,3'-pyrrolo[3,2-c]pyridin]-6'-yl)acetamide